(±)-N-(1-Chloro-5,6-dihydro-4H-benzo[f]imidazo[1,2-a]azepin-4-yl)-1-(2,6-dichlorobenzyl)-1H-1,2,4-triazole-3-carboxamide ClC1=CN=C2N1C1=C(CC[C@H]2NC(=O)C2=NN(C=N2)CC2=C(C=CC=C2Cl)Cl)C=CC=C1 |r|